3-(3-carboxyacrylamido)-N-(carboxymethyl)-N,N-dimethylpropan-1-aminium chloride [Cl-].C(=O)(O)C=CC(=O)NCCC[N+](C)(C)CC(=O)O